C1(CC1)C1=NC(=C2N1CCN(C2)C(C)=O)C2=C1C(=NC=C2)N(C(=C1)C=1C=NN(C1)C)C 1-(3-cyclopropyl-1-(1-methyl-2-(1-methyl-1H-pyrazol-4-yl)-1H-pyrrolo[2,3-b]pyridin-4-yl)-5,6-dihydroimidazo[1,5-a]pyrazin-7(8H)-yl)ethan-1-one